3-tert-butyl-1,6-hexanediol C(C)(C)(C)C(CCO)CCCO